C(CCCCCCC)C1=CC=CO1 5-n-octyl-furan